2-isopropyl-3,5-dimethoxyphenol C(C)(C)C1=C(C=C(C=C1OC)OC)O